Ethyl-{[4-bromo-1-(2-fluorophenyl)-5-(6-fluoropyridin-3-yl)-1H-pyrazol-3-yl]sulfanyl}acetat C(C)OC(CSC1=NN(C(=C1Br)C=1C=NC(=CC1)F)C1=C(C=CC=C1)F)=O